N-(3-(5-oxo-2,3,4,5-tetrahydrobenzo[f][1,4]oxazepin-8-yl)-1H-pyrrolo[2,3-b]pyridin-5-yl)-2-(piperazin-1-yl)isonicotinamide O=C1NCCOC2=C1C=CC(=C2)C2=CNC1=NC=C(C=C12)NC(C1=CC(=NC=C1)N1CCNCC1)=O